(6S)-N'-((4-fluoro-2,6-diisopropylphenyl)carbamoyl)-6-methoxy-N-trityl-6,7-dihydro-5H-pyrazolo[5,1-b][1,3]oxazine-3-sulfonimidamide FC1=CC(=C(C(=C1)C(C)C)NC(=O)N=S(=O)(NC(C1=CC=CC=C1)(C1=CC=CC=C1)C1=CC=CC=C1)C=1C=NN2C1OC[C@H](C2)OC)C(C)C